N-[ethoxy-(5-methyl-2-nitrophenoxy)phosphinothioyl]butan-2-amine C(C)OP(=S)(NC(C)CC)OC1=C(C=CC(=C1)C)[N+](=O)[O-]